methyl (R)-5-((5-fluoro-4-(7-(3-methoxy-2-(4-methylpiperazin-1-yl)propanamido)-1H-indol-3-yl)pyrimidin-2-yl)amino)nicotinate FC=1C(=NC(=NC1)NC=1C=NC=C(C(=O)OC)C1)C1=CNC2=C(C=CC=C12)NC([C@@H](COC)N1CCN(CC1)C)=O